ClC=1C=C(C=CC1)N1C=C(C2=C1N=CN=C2N2C[C@H](N(CC2)C(=O)OC(C)(C)C)C)I tert-butyl (R)-4-(7-(3-chlorophenyl)-5-iodo-7H-pyrrolo[2,3-d]pyrimidin-4-yl)-2-methylpiperazine-1-carboxylate